FC=1C=C(C=C2C=CC(=NC12)C1CCOCC1)CN1C[C@H]([C@@H](C1)OC1COC1)OC=1C=C2CN(C(C2=CC1)=O)[C@H]1C(NC(CC1)=O)=O |o1:39| rel-3-(5-(((3R,4R)-1-((8-fluoro-2-(tetrahydro-2H-pyran-4-yl)quinolin-6-yl)methyl)-4-(oxetan-3-yloxy)pyrrolidin-3-yl)oxy)-1-oxoisoindolin-2-yl)piperidine-2,6-dione